N-[3-[2-(difluoromethoxy)-5-methylsulfanyl-phenyl]-1-[2-[4-[[2-(dimethylamino)-2-oxo-ethyl]-methyl-amino]-1-piperidyl]-2-oxo-ethyl]pyrazol-4-yl]pyrazolo[1,5-a]pyrimidine-3-carboxamide FC(OC1=C(C=C(C=C1)SC)C1=NN(C=C1NC(=O)C=1C=NN2C1N=CC=C2)CC(=O)N2CCC(CC2)N(C)CC(=O)N(C)C)F